COC1=CC2=C(CC3(CCCCC3)C=3C=C(C(NC23)=O)C(=O)O)C=C1OCCCOC 9-methoxy-8-(3-methoxypropoxy)-2-oxo-2,6-dihydro-1H-spiro[benzo[h]quinoline-5,1'-cyclohexane]-3-carboxylic acid